2-cyclopropyl-4-((S)-4-((R)-2-methoxy-1-(4-(trifluoromethyl)phenyl)ethyl)-3-methylpiperazin-1-yl)pyrimidine-5-carbonitrile C1(CC1)C1=NC=C(C(=N1)N1C[C@@H](N(CC1)[C@@H](COC)C1=CC=C(C=C1)C(F)(F)F)C)C#N